acryloyloxypropyl-trimethyl-silane C(C=C)(=O)OCCC[Si](C)(C)C